C(C1=CC=CC=C1)SC=1C=C2C(N(C=3N(C2=CC1)[C@@H](CN3)C)CC=3C=NN(C3)C)=O (1R)-7-(benzylsulfanyl)-1-methyl-4-[(1-methylpyrazol-4-yl)methyl]-1H,2H-imidazo[1,2-a]quinazolin-5-one